8-benzyl-3-phenyl-8-azabicyclo[3.2.1]octane-3-carboxamide C(C1=CC=CC=C1)N1C2CC(CC1CC2)(C(=O)N)C2=CC=CC=C2